OC1=C(C(N(CC1C)C)=O)C(NC1=CC=CC=C1)=S 4-Hydroxy-1,5-dimethyl-2-oxo-N-phenyl-1,2,5,6-tetrahydropyridine-3-carbothioamide